FC(C1=C(C#N)C=CC=C1)(F)F 2-{trifluoromethyl}benzonitrile